N-(3-(difluoromethoxy)-1H-pyrazol-5-yl)-2-((3-(2,6-dioxopiperidin-3-yl)-1-methyl-1H-indazol-7-yl)oxy)acetamide FC(OC1=NNC(=C1)NC(COC=1C=CC=C2C(=NN(C12)C)C1C(NC(CC1)=O)=O)=O)F